C(C)CC(=O)O.C(CC(=O)C)(=O)OCC ethyl acetoacetate (ethyl acetate)